FC=1C=C2C=C(N(C2=C(C1)OC)CC1=CC=NO1)C=O 5-fluoro-1-(isoxazol-5-ylmethyl)-7-methoxy-1H-indole-2-carbaldehyde